O=C1C(=CC=NN1CCC1CCN(CC1)C(=O)OC(C)(C)C)C1=CC=CC=C1 tert-butyl 4-(2-(6-oxo-5-phenylpyridazin-1(6H)-yl)ethyl)piperidine-1-carboxylate